β-(3,4-epoxycyclohexyl)ethyldiethoxyisopropylsilane C1(CC2C(CC1)O2)CC[Si](C(C)C)(OCC)OCC